Methyl 6-(4-hydroxyphenoxy)-1-methyl-indazole-5-carboxylate Methyl-6-(4-hydroxyphenoxy)-1-methyl-indazole-5-carboxylate COC(=O)C=1C=C2C=NN(C2=CC1OC1=CC=C(C=C1)O)C.OC1=CC=C(OC2=C(C=C3C=NN(C3=C2)C)C(=O)OC)C=C1